picolinimidamide HCl salt Cl.N1=C(C=CC=C1)C(N)=N